ClC1=CC=C(C=C1)N1C(=NC2=CC=CC=C2C1=O)C(CC1=CC(=CC(=C1)F)F)NC(OC(C)(C)C)=O tert-butyl (1-(3-(4-chlorophenyl)-4-oxo-3,4-dihydroquinazolin-2-yl)-2-(3,5-difluorophenyl)ethyl)carbamate